[(4R)-4-[tert-butyl(dimethyl)silyl]-oxy-8-cyano-6-fluoro-3,4-dihydronaphthalen-1-yl] trifluoromethanesulfonate FC(S(=O)(=O)OC1=CC[C@H](C2=CC(=CC(=C12)C#N)F)O[Si](C)(C)C(C)(C)C)(F)F